C(C1=CC=CC=C1)NC1=CC(=C(C=C1)N)C=1C=NC=CC1 N4-benzyl-2-(pyridin-3-yl)benzene-1,4-diamine